(S)-3,3-dimethyl-2-(1-oxoisoindolin-2-yl)butanoic acid CC([C@@H](C(=O)O)N1C(C2=CC=CC=C2C1)=O)(C)C